1,3-bis[2-methyl-5-nitroimidazole-1-yl]propane CC=1N(C(=CN1)[N+](=O)[O-])CCCN1C(=NC=C1[N+](=O)[O-])C